1-Behenyl-2-hydroxy-sn-glycero-3-phosphorylcholine C(CCCCCCCCCCCCCCCCCCCCC)OC[C@@H](OO)COP(=O)(O)OCC[N+](C)(C)C